[N+](=O)([O-])C1=CC=C(C=C1)C1=NOC=C1 3-(4-nitrophenyl)isoxazole